4-(3-{3-[({[1,2,4]triazolo[1,5-a]pyridin-5-yl}methyl)amino]propanoyl}-3,8-diazabicyclo[3.2.1]octan-8-yl)benzonitrile N=1C=NN2C1C=CC=C2CNCCC(=O)N2CC1CCC(C2)N1C1=CC=C(C#N)C=C1